C(C)(C)(C)OC(=O)N1C[C@H](CC1)[C@@H](C(=O)OC(C)(C)C)CCCC[C@H](C(=O)OC(C)(C)C)[C@@H]1CN(CC1)C(=O)OC(C)(C)C ditert-Butyl (2S,7S)-2,7-bis[(3R)-1-tert-butoxycarbonylpyrrolidin-3-yl]octanedioate